3-((13S,15S,Z)-3-fluoro-16-(hydroxymethylene)-13-methyl-17-oxo-7,8,9,11,12,13,14,15,16,17-decahydro-6H-cyclopenta[a]phenanthren-15-yl)-N-(4-methylpyridin-2-yl)-propanamide FC=1C=CC=2C3CC[C@@]4(C(\C(\[C@H](C4C3CCC2C1)CCC(=O)NC1=NC=CC(=C1)C)=C/O)=O)C